1-(1-(4-Chlorophenyl)ethyl)-4-tosylpiperazine ClC1=CC=C(C=C1)C(C)N1CCN(CC1)S(=O)(=O)C1=CC=C(C)C=C1